Cl.C(C)OC(COC1=CC(=NC=N1)C(=O)O)=O 6-(2-ethoxy-2-oxoethoxy)pyrimidine-4-formic acid hydrochloride